(R)-6-fluoro-3-methyl-2-(piperidin-3-yl)quinazolin-4(3H)-one trifluoroacetic acid salt FC(C(=O)O)(F)F.FC=1C=C2C(N(C(=NC2=CC1)[C@H]1CNCCC1)C)=O